C(#N)C1=CC=C(C(=O)N[C@H](C(=O)N2CCC(CC2)(C(=O)N)F)CCCN[C@H]2[C@@H](C2)C2=CC=C(C=C2)F)C=C1 1-((S)-2-(4-cyanobenzamido)-5-((1R,2S)-2-(4-fluorophenyl)cyclopropylamino)pentanoyl)-4-fluoropiperidine-4-carboxamide